2-((S)-4-(6-((5-methyl-1H-indazol-4-yl)methyl)-2-(((S)-1-methylpyrrolidin-2-yl)methoxy)-6,7-dihydro-5H-pyrrolo[3,4-d]pyrimidin-4-yl)piperazin-2-yl)acetonitrile CC=1C(=C2C=NNC2=CC1)CN1CC=2N=C(N=C(C2C1)N1C[C@@H](NCC1)CC#N)OC[C@H]1N(CCC1)C